(S,Z)-3-(4-chlorophenyl)-N'-((4-chlorophenyl)sulfonyl)-4-isopropyl-N-(2-sulfamoylethyl)-4,5-dihydro-1H-pyrazole-1-carboximidamide ClC1=CC=C(C=C1)C1=NN(C[C@@H]1C(C)C)\C(\NCCS(N)(=O)=O)=N/S(=O)(=O)C1=CC=C(C=C1)Cl